Cl.N1C(CC(CC1([2H])[2H])C(CCC)=O)([2H])[2H] 1-(Piperidin-4-yl-2,2,6,6-d4)butan-1-one hydrochloride